((1-cyclopropyl-3-(tetrahydro-2H-pyran-4-yl)-1H-pyrazol-4-yl)oxy)pyridin-2-amine C1(CC1)N1N=C(C(=C1)OC=1C(=NC=CC1)N)C1CCOCC1